C(C)OC(C1=CC=C(C=C1)C=1C2=CC=CC=C2C(=C2C=CC=CC12)C1=CC=C(C(=O)OCC)C=C1)=O 4,4'-(Anthracene-9,10-diyl)dibenzoic acid diethyl ester